5-(6-bromochroman-2-yl)-2-methoxypyridine BrC=1C=C2CCC(OC2=CC1)C=1C=CC(=NC1)OC